C(C)(C)(C1=CC(=C(C(=C1)Cl)O)Cl)C1=CC(=C(C(=C1)Cl)O)Cl 4,4'-isopropylidenebis(2,6-dichlorophenol)